[Mn].NC1=NC(=C2N=CN(C2=N1)[C@H]1[C@]([C@@H]([C@H](O1)CO[Si](C1=CC=CC=C1)(C1=CC=CC=C1)C(C)(C)C)O)(CO)F)NC1CC1 (2R,3R,4R,5R)-5-(2-amino-6-(cyclopropylamino)-9H-purin-9-yl)-2-(((tert-butyldiphenylsilyl)oxy)methyl)-4-fluoro-4-(hydroxymethyl)tetrahydrofuran-3-ol manganese